ClC1=C(C=C(C=N1)[C@](C)(O)C1=CC(=NO1)C(=O)OCC)C ethyl (S)-5-(1-(6-chloro-5-methylpyridin-3-yl)-1-hydroxyethyl)isoxazole-3-carboxylate